CCCCCCCC(=O)OC[C@H](COP(=O)(O)OC1[C@@H]([C@H](C([C@H]([C@H]1O)OP(=O)(O)O)OP(=O)(O)O)OP(=O)(O)O)O)OC(=O)CCCCCCC The molecule is a 1-phosphatidyl-1D-myo-inositol 3,4,5-trisphosphate in which the phosphatidyl acyl groups at positions 1 and 2 are both specified as octanoyl. It is a 1-phosphatidyl-1D-myo-inositol 3,4,5-trisphosphate and an octanoate ester. It is a conjugate acid of a 1,2-dioctanoyl-sn-glycero-3-phospho-(1D-myo-inositol-3,4,5-trisphosphate)(7-).